C(C)(C)(C)N1N=C(C(=C1)C(=O)N[C@@H]1C(NC2=C(C(=N1)C1=CC=CC=C1)C=CC=C2)=O)C=2C(=NC(=CC2)NC2CC2)F 1-tert-butyl-3-[6-(cyclopropylamino)-2-fluoropyridin-3-yl]-N-[(3S)-2-oxo-5-phenyl-1,3-dihydro-1,4-benzodiazepin-3-yl]pyrazole-4-carboxamide